(S)-8'-(difluoromethoxy)-8-fluoro-6',7-bis(trifluoromethyl)-3'h-spiro[chroman-4,2'-imidazo[1,2-a]pyridine] FC(OC=1C=2N(C=C(C1)C(F)(F)F)C[C@]1(N2)CCOC2=C(C(=CC=C21)C(F)(F)F)F)F